COC1=NC=CC(=C1)C1=C(C=2CCCCC2C=C1)O 2-(2-methoxypyridin-4-yl)-5,6,7,8-tetrahydronaphthalen-1-ol